ClC1=NC(=CC(=C1)CN(C(OC(C)(C)C)=O)C)Cl tert-butyl ((2,6-dichloropyridin-4-yl)methyl)(methyl)carbamate